S-(difluoromethyl)-4-ethylbenzothioate FC(S=C(C1=CC=C(C=C1)CC)[O-])F